FC=1C=C(C=CC1O)CCCCN(C(OC(C)(C)C)=O)C tert-Butyl N-[4-(3-fluoro-4-hydroxyphenyl)butyl]-N-methylcarbamate